(2,2,2-trifluoroethyl) (2,2,2-trifluoroethyl)vinylphosphinate FC(CC=CP(OCC(F)(F)F)=O)(F)F